3-((2-(2-fluorophenyl)-4-((methylamino)methyl)-1H-pyrrol-1-yl)sulfonyl)phenol hydrobromide salt Br.FC1=C(C=CC=C1)C=1N(C=C(C1)CNC)S(=O)(=O)C=1C=C(C=CC1)O